tris(2-(4-tert-butylphenyl)pyridine) iridium [Ir].C(C)(C)(C)C1=CC=C(C=C1)C1=NC=CC=C1.C(C)(C)(C)C1=CC=C(C=C1)C1=NC=CC=C1.C(C)(C)(C)C1=CC=C(C=C1)C1=NC=CC=C1